BrC=1C(=C(OC[C@H]2CCC3(C2)CCNCC3)C=CC1)C (3S)-3-[(3-bromo-2-methyl-phenoxy)methyl]-8-azaspiro[4.5]decane